S(=O)(=O)(O)[O-] hydrogensulphate